(4-tert-butylphenyl)(4-methoxyphenyl)methanone C(C)(C)(C)C1=CC=C(C=C1)C(=O)C1=CC=C(C=C1)OC